2-fluoro-4-((2-(3-(trifluoromethyl)pyrrolidin-1-yl)pyridin-4-yl)oxy)aniline FC1=C(N)C=CC(=C1)OC1=CC(=NC=C1)N1CC(CC1)C(F)(F)F